2-(5-tert-butyl-2-methyl-pyrazol-3-yl)-4-oxo-1H-1,6-naphthyridine-5-carboxamide C(C)(C)(C)C=1C=C(N(N1)C)C=1NC=2C=CN=C(C2C(C1)=O)C(=O)N